C1(CC1)CC1=C(C(=NN1C=1SC=C(N1)C(=O)O)C1=CC(=CC=C1)C1=NC=C(C=N1)C)CC1=CC(=C(C=C1)S(N)(=O)=O)F 2-[5-(cyclopropylmethyl)-4-[(3-fluoro-4-sulfamoylphenyl)methyl]-3-[3-(5-methylpyrimidin-2-yl)phenyl]pyrazol-1-yl]-1,3-thiazole-4-carboxylic acid